C(=C)C1=CC=C(C=C1)CCCC1=CC=C(C=C1)C=C 1,3-di(p-vinylphenyl)propane